C(C1=CC=CC=C1)N1N=C(C2=CC=CC=C12)CI 1-benzyl-3-iodomethyl-1H-indazole